CC(CCCCN)N 5-methyl-penta-methylenediamine